O(C1=CC=CC=C1)[C@@H]1COCC1 (S)-3-phenoxyl-tetrahydrofuran